3-aminophenyl-benzenesulfonic acid NC=1C=C(C=CC1)C1=C(C=CC=C1)S(=O)(=O)O